COC(=O)C=1C=CC=2C3=C(C(NC2C1)=O)N(C=C3)C 3-methyl-4-oxo-4,5-dihydro-3H-pyrrolo[2,3-c]quinoline-7-carboxylic acid methyl ester